COC=1C(=NC=C(N1)C(F)(F)F)CC1CC2(CN(C2)C(=O)N2C[C@@H]3[C@@H](OCC(N3)=O)CC2)C1 (4aR,8aS)-6-[6-[[3-methoxy-5-(trifluoromethyl)pyrazin-2-yl]methyl]-2-azaspiro[3.3]heptane-2-carbonyl]-4,4a,5,7,8,8a-hexahydropyrido[4,3-b][1,4]oxazin-3-one